BrC1=CN(C2=NC=CC=C21)C 3-bromo-1-methyl-pyrrolo[2,3-b]Pyridine